4-(1-(2-Fluoro-4-(1-methylpiperidin-4-yl)phenyl)-2-methyl-1H-imidazol-4-yl)-N-(1-(methyl-sulfonyl)piperidin-4-yl)-5-(trifluoro-methyl)pyrimidin-2-amine FC1=C(C=CC(=C1)C1CCN(CC1)C)N1C(=NC(=C1)C1=NC(=NC=C1C(F)(F)F)NC1CCN(CC1)S(=O)(=O)C)C